NC1=NC(=C(C=2N1C(N(N2)CC(C)C)=O)C2=CC(=[N+](C(=C2)C)[O-])C)C2=CC=CC=C2 5-amino-8-(2,6-dimethyl-1-oxido-pyridin-1-ium-4-yl)-2-isobutyl-7-phenyl-[1,2,4]triazolo[4,3-c]pyrimidin-3-one